ClC=1C(=CC(=C(C1)C1=C(C=C2C(NC(N3C2=C1SC[C@@H](C3)OCOC)=O)=O)C(F)(F)F)F)F (3R)-11-(5-chloro-2,4-difluorophenyl)-3-(methoxymethoxy)-10-(trifluoromethyl)-3,4-dihydro-2H,6H-[1,4]thiazepino[2,3,4-ij]quinazoline-6,8(7H)-dione